C1(CC1)[C@H](C)N1C(C2=CC=C(C=C2C1)O)=O (S)-2-(1-cyclopropyl-ethyl)-5-hydroxy-2,3-dihydro-isoindol-1-one